indium-cadmium oxide [O-2].[Cd+2].[In+3]